tert-Butyl-2-[[5-[[(E,2S)-7-(dimethylamino)-2-(methoxycarbonylamino)-7-oxo-hept-5-enoyl]amino]-6-oxo-pyrimidin-1-yl]methyl]-6-fluoro-4-(3,3,3-trifluoropropyl)-benzimidazol-1-carboxylat C(C)(C)(C)OC(=O)N1C(=NC2=C1C=C(C=C2CCC(F)(F)F)F)CN2C=NC=C(C2=O)NC([C@H](CC\C=C\C(=O)N(C)C)NC(=O)OC)=O